ClC1=C(C(=O)N2COC3=C(C2)C=CC=C3C3=CC(=C(C(=O)O)C=C3F)N3CC2CCC(C3)O2)C(=CC(=C1)N1CC2(C1)CC(C2)OC)Cl 4-[3-[2,6-Dichloro-4-(6-methoxy-2-azaspiro[3.3]heptan-2-yl)benzoyl]-2,4-dihydro-1,3-benzoxazin-8-yl]-5-fluoro-2-(8-oxa-3-azabicyclo[3.2.1]octan-3-yl)benzoic acid